1,4-dibromo-tetraphenylene BrC1=CC=C(C=2C3=CC=CC=C3C3=CC=CC=C3C3=CC=CC=C3C12)Br